C(C)(C)(C)C1=C(C(=NC=C1)C1=NC=CC=C1)C(C)(C)C di-tertbutylbipyridine